C(=O)(C=C)C(C(C)=O)C(=O)C=C diacrylacetone